N-ethyl-N-(2-fluorobenzyl)-2,4-dihydroxy-5-isopropylbenzamide C(C)N(C(C1=C(C=C(C(=C1)C(C)C)O)O)=O)CC1=C(C=CC=C1)F